C(O)(O)=O.C(CCCC)N pentaneamine carbonate